COC=1C=C(C=CC1)C1(CCNCC1)O 4-(3-methoxyphenyl)piperidin-4-ol